[Mn].[P] phosphorus manganese